2,2,2-trifluoroethyl 2-((2R,5S)-2-(2-(1,3-dimethylpiperidin-4-yl)benzo[d]thiazol-5-yl)-5-methylpiperidin-1-yl)-2-oxoacetate CN1CC(C(CC1)C=1SC2=C(N1)C=C(C=C2)[C@@H]2N(C[C@H](CC2)C)C(C(=O)OCC(F)(F)F)=O)C